C1(=CC=CC=C1)P(OC)(=O)C1=CC=CC=C1 methyl (diphenylphosphinate)